2-(3-chloro-4-(difluoromethoxy)phenyl)-4,4,5,5-tetramethyl-1,3,2-dioxaborolan ClC=1C=C(C=CC1OC(F)F)B1OC(C(O1)(C)C)(C)C